CC(CCC(CO)C(CCCC(C)C)C)CCCC(C)C 5,9-dimethyl-2-(1,5-dimethylhexyl)-1-decanol